5-Bromo-2-fluoro-3-((1-methylpiperidin-4-yl)oxy)pyridine formate C(=O)O.BrC=1C=C(C(=NC1)F)OC1CCN(CC1)C